N-((1s,4s)-4-hydroxycyclohexyl)-3-methylbenzenesulfonamide OC1CCC(CC1)NS(=O)(=O)C1=CC(=CC=C1)C